di-(tert-butyl)(4-methylphenyl)phosphonium tetrafluoroborate F[B-](F)(F)F.C(C)(C)(C)[PH+](C1=CC=C(C=C1)C)C(C)(C)C